6-chloro-3-(8-methyl-3,8-diazabicyclo[3.2.1]oct-3-yl)-1H-pyrazolo[4,3-c]pyridine ClC1=CC2=C(C=N1)C(=NN2)N2CC1CCC(C2)N1C